CN1N=C(N=C1S)C(=O)O 1-methyl-5-mercapto-1,2,4-triazole-3-formic acid